C(C1=CC=CC=C1)N(C(=O)C=1N=CC2=CC=CC=C2C1)C1CCN(CC1)C(CCCC)=O N-benzyl-N-(1-pentanoylpiperidin-4-yl)isoquinoline-3-carboxamide